CC1=NC=C2N1C(=C(C=C2)OC2CC1(CN(C1)C(C(F)(F)F)=O)C2)C 1-(6-((3,5-dimethylimidazo[1,5-a]pyridin-6-yl)oxy)-2-azaspiro[3.3]heptan-2-yl)-2,2,2-trifluoroethan-1-one